C(C)(C)(C)OOC(C)(C)C t-butyl peroxide